(3S)-3-((6-bromo-3-methyl-1-(tetrahydro-2H-pyran-2-yl)-1H-indazol-4-yl)oxy)pyrrolidine-1-carboxylic acid tert-butyl ester C(C)(C)(C)OC(=O)N1C[C@H](CC1)OC1=C2C(=NN(C2=CC(=C1)Br)C1OCCCC1)C